P(=O)(O)(O)OC[C@H](N)C(=O)O Anti-phospho-serine